FC=1C(=CC=2C3=C(NC(C2C1)=O)COCC3N(C(=O)C=3C=C1C=CC(=CN1C3)C(F)F)C)F N-(8,9-difluoro-6-oxo-1,4,5,6-tetrahydro-2H-pyrano[3,4-c]isoquinolin-1-yl)-6-(difluoromethyl)-N-methylindolizine-2-carboxamide